N-methyl-2-prop-2-ynoxy-N-prop-2-ynyl-5-[3-[4-(trifluoromethyl)phenyl]sulfanylpyrazin-2-yl]benzenesulfonamide CN(S(=O)(=O)C1=C(C=CC(=C1)C1=NC=CN=C1SC1=CC=C(C=C1)C(F)(F)F)OCC#C)CC#C